(acetonitrile) silver (I) tetrafluoroborate F[B-](F)(F)F.[Ag+].C(C)#N